4-((1H-pyrazol-1-yl)methyl)-N-((4-(tert-butyl)-2-methoxyphenyl)sulfonyl)-3-methoxybenzamide N1(N=CC=C1)CC1=C(C=C(C(=O)NS(=O)(=O)C2=C(C=C(C=C2)C(C)(C)C)OC)C=C1)OC